Cl.C(C)OC(=O)C1=C(N=C(S1)C1=CC=C(C=C1)O)C.CN1C=C(C=CC1=O)C1=NC(=NC=C1CCC)NS(=O)(=O)CC N-[4-(1-methyl-6-oxopyridin-3-yl)-5-propylpyrimidin-2-yl]ethanesulfonamide ethyl-(4-hydroxyphenyl)-4-methyl-5-thiazolecarboxylate hydrochloride